CCCC(CCC(CCCCCC)O)O tridecane-4,7-diol